C(#N)C1=CC=C(CCN[C@H](C(=O)NC2=C(C=C(C=C2)C=2C=NN(C2)C)OC)C2=CC=CC=C2)C=C1 |r| (S)- and (R)-2-((4-cyanophenethyl)amino)-N-(2-methoxy-4-(1-methyl-1H-pyrazol-4-yl)phenyl)-2-phenylacetamide